ClC1=C(C=CC=C1OC)C(=O)N1[C@H]2CC=3C(=NN(C3C3=CC(=CC=C3)F)C)[C@@H]1CCC2 |r| racemic-(2-Chloro-3-methoxyphenyl)((5R,9S)-3-(3-fluorophenyl)-2-methyl-4,5,6,7,8,9-hexahydro-2H-5,9-epiminocycloocta[c]pyrazol-10-yl)methanone